CN1CCN(CC1)C(=O)O[C@H]1/C=C/[C@@H]([C@H](OC(C[C@H](CC[C@]1(C)O)O)=O)\C(\C)=C\C=C\[C@H](CCC(N1CCCC1)=O)C)C [(2S,3S,4E,6S,7S,10S)-7,10-dihydroxy-3,7-dimethyl-2-[(2E,4E,6S)-6-methyl-9-oxo-9-pyrrolidin-1-ylnona-2,4-dien-2-yl]-12-oxo-1-oxacyclododec-4-en-6-yl] 4-methylpiperazine-1-carboxylate